(S)-3-(2-methoxyethoxy)piperidine Methyl-4-amino-7-fluoro-1-methylimidazolo[1,5-a]quinoxalin-8-carboxylate COC(=O)C1=C(C=C2N=C(C=3N(C2=C1)C(=NC3)C)N)F.COCCO[C@@H]3CNCCC3